CN(C)C(C)=O (dimethylamino)ethan-1-one